4,8-dihydroxyquinolinecarboxylic acid OC1=CC(=NC2=C(C=CC=C12)O)C(=O)O